N-(4-Cyanobenzyl)-6-((1-((1-hydroxy-2-methylpropan-2-yl-1,1-d2)sulfonyl)cyclopropyl)methyl)-1-methyl-7-oxo-4,5,6,7-tetrahydro-1H-pyrazolo[3,4-c]pyridine-3-carboxamide C(#N)C1=CC=C(CNC(=O)C2=NN(C=3C(N(CCC32)CC3(CC3)S(=O)(=O)C(C([2H])([2H])O)(C)C)=O)C)C=C1